CC1=CC(=NC=C1[N+](=O)[O-])N1N=CC=C1 4-methyl-5-nitro-2-(1H-pyrazol-1-yl)pyridine